piperidine-4-amine hydrochloride Cl.N1CCC(CC1)N